diaminovanadium N[V]N